ClC=1N=C(C2=C(N1)N=C(C=C2)Cl)N([C@H]2CN(CC2)C(=O)OC(C)(C)C)C tert-butyl (R)-3-((2,7-dichloropyrido[2,3-d]pyrimidin-4-yl)(methyl)amino)pyrrolidine-1-carboxylate